C(=O)(OC(C)(C)C)N N-Bocamine